octaisopropylcyclononasiloxane C(C)(C)[Si]1(O[Si](O[Si](O[Si](O[SiH2]O[SiH2]O[SiH2]O[SiH2]O[SiH2]O1)(C(C)C)C(C)C)(C(C)C)C(C)C)(C(C)C)C(C)C)C(C)C